C(C)(=O)C1=NC=C(C=C1)C(C)=O 2,5-diacetylpyridine